(triphenylphosphine) platinum (II) chloride [Pt](Cl)Cl.C1(=CC=CC=C1)P(C1=CC=CC=C1)C1=CC=CC=C1